Ethyl 4-((3,4,5-trimethoxyphenyl) amino)-6-fluoro-1H-indole-2-carboxylate COC=1C=C(C=C(C1OC)OC)NC1=C2C=C(NC2=CC(=C1)F)C(=O)OCC